ethyl 1-(2-aminoethyl)-2-bromo-4-(trifluoromethyl)-1H-imidazole-5-carboxylate NCCN1C(=NC(=C1C(=O)OCC)C(F)(F)F)Br